ethyl 2-[[4-[[[4-(aminosulfonyl) phenyl] methyl] amino]-6-(methylamino)-2-pyrimidinyl] amino]-4-methyl-5-thiazolecarboxylate NS(=O)(=O)C1=CC=C(C=C1)CNC1=NC(=NC(=C1)NC)NC=1SC(=C(N1)C)C(=O)OCC